ClC=1N=C(C2=C(N1)N(C(=C2)C)S(=O)(=O)C2=CC=C(C)C=C2)NC2CCC2 2-chloro-N-cyclobutyl-6-methyl-7-tosyl-7H-pyrrolo[2,3-d]pyrimidin-4-amine